C(CCCCCCCCCCCCCCCCC)OC[C@@H](OC=O)COP(=O)([O-])OCC[N+](C)(C)C 1-octadecyl-2-formyl-sn-glycero-3-phosphocholine